7-Propyl-2H-chromen-5-ol C(CC)C=1C=C(C=2C=CCOC2C1)O